europium(III) acetate hydrate O.C(C)(=O)[O-].[Eu+3].C(C)(=O)[O-].C(C)(=O)[O-]